[2-[4-[[2-[3-(2-methoxy-4-sulfamoyl-anilino)prop-1-ynyl]-1-(2,2,2-trifluoroethyl)indol-4-yl]amino]-1-piperidyl]-1-methyl-ethyl]propanoate COC1=C(NCC#CC=2N(C3=CC=CC(=C3C2)NC2CCN(CC2)CC(C)OC(CC)=O)CC(F)(F)F)C=CC(=C1)S(N)(=O)=O